NC1=C2C(=C3CN(C(C3=C1)=O)C)C(NC2C2=C(C=CC(=C2)F)Cl)=O 4-amino-3-(2-chloro-5-fluorophenyl)-7-methyl-1,2,3,6,7,8-hexahydropyrrolo[4,3-e]isoindole-1,6-dione